5-(9-(1-(4-Amino-5-methoxy-2-(1-methyl-1H-pyrazol-4-yl)phenyl)piperidin-4-yl)-2,9-Diazaspiro[5.5]undecan-2-yl)-2-(2,6-dioxopiperidin-3-yl)-6-fluoroisoindoline NC1=CC(=C(C=C1OC)N1CCC(CC1)N1CCC2(CCCN(C2)C=2C=C3CN(CC3=CC2F)C2C(NC(CC2)=O)=O)CC1)C=1C=NN(C1)C